C(C)(C)(C)C=1C=C(C=C(C1)C1=NN=C(O1)C1=CC=C(C=C1)C=1C(=O)NC(C1)=O)C1=NN=C(O1)C1=CC=C(C=C1)C=1C(=O)NC(C1)=O N'-[5-tert-butyl-1,3-phenylenebis[(1,3,4-oxadiazole-5,2-diyl)(4,1-phenylene)]]bismaleimide